ClC=1C=CC(=C(C1)C1=CC(=NC=C1)OC)N1N=NN=C1 4-(5-Chloro-2-(1H-tetrazol-1-yl)phenyl)-2-methoxypyridine